COC1CC(C1)C1(NC(=NC(=N1)NC1=CC=NC=C1)C1=CC=CC=C1)N 2-(3-methoxycyclobutyl)-6-phenyl-N4-(pyridin-4-yl)-1,3,5-triazine-2,4-diamine